10-((3,4-dichlorophenyl)carbamoyl)-6,7,8,9-tetrahydro-5H-6,9-epiminocyclohepta[c]-pyridine 2-oxide ClC=1C=C(C=CC1Cl)NC(=O)N1C2CC3=C(C=[N+](C=C3)[O-])C1CC2